C1(CC1)N1C=C(C(C(=C1C)C1=CC=C(C=C1)F)=O)C(=O)NC1=CC=C(C=C1)OC1=CC=NC2=CC(=C(N=C12)OC)OC 1-Cyclopropyl-N-[4-[(6,7-dimethoxy-1,5-naphthyridin-4-yl)oxy]phenyl]-5-(4-fluorophenyl)-6-methyl-4-oxopyridine-3-carboxamide